(2R)-1-{2-[1-ethyl-5-(trifluoromethyl)pyrazol-4-ylsulfonyl]-4H,6H-pyrrolo[3,4-c]pyrazol-5-yl}-3-hydroxy-2-phenylpropan-1-one C(C)N1N=CC(=C1C(F)(F)F)S(=O)(=O)N1N=C2C(=C1)CN(C2)C([C@@H](CO)C2=CC=CC=C2)=O